(S)-4-(2-(2-methylazetidin-1-yl)-6,7-dihydro-5H-cyclopenta[d]pyrimidin-4-yl)-2-(methylsulfonamido)benzamide C[C@@H]1N(CC1)C=1N=C(C2=C(N1)CCC2)C2=CC(=C(C(=O)N)C=C2)NS(=O)(=O)C